N1C=NC(=C1)C(=O)O.CO[Si](C1=CC2=C1C=CC=C2)(C)C methoxy(dimethyl)(benzocyclobutenyl)silane (E)-1H-imidazole-4-carboxylate